(R)-3-(1-(2-(methylsulfonamido)ethyl)piperidin-3-yl)azetidine-1-carboxylic acid tert-butyl ester C(C)(C)(C)OC(=O)N1CC(C1)[C@@H]1CN(CCC1)CCNS(=O)(=O)C